5-Methoxy-2'-(5-phenyl-1H-imidazol-2-yl)-3,4'-bipyridin trifluoroacetate salt FC(C(=O)O)(F)F.COC=1C=C(C=NC1)C1=CC(=NC=C1)C=1NC(=CN1)C1=CC=CC=C1